C(C#CC)NC1=CC=CC=C1 N-(but-2-yn-1-yl)aniline